C(#N)C=1C=NN2C1C(=CC(=C2)C=2C=NN(C2C)C2CN(C2)[C@@H]2CN(CC2)C(=O)OC(C)(C)C)OS(=O)(=O)C(F)(F)F tert-butyl (3S)-3-[3-[4-[3-cyano-4-(trifluoromethylsulfonyloxy)pyrazolo[1,5-a]pyridin-6-yl]-5-methyl-pyrazol-1-yl]azetidin-1-yl]pyrrolidine-1-carboxylate